ClC1=CC=C(C(=N1)C(=O)O)N[C@H](C)C1=C2N=C(C(=NC2=CC(=C1)C)C#N)N1C[C@@H](CCC1)[C@@H](C)O 6-chloro-3-(((R)-1-(2-cyano-3-((R)-3-((R)-1-hydroxyethyl)piperidin-1-yl)-7-methylquinoxalin-5-yl)ethyl)amino)picolinic acid